(S)-5-amino-3-(7-((5-fluoro-2-methoxybenzamido)methyl)-1H-pyrazolo[4,3-c]pyridin-4-yl)-1-(1,1,1-trifluoropropan-2-yl)-1H-pyrazole-4-carboxamide NC1=C(C(=NN1[C@H](C(F)(F)F)C)C1=NC=C(C2=C1C=NN2)CNC(C2=C(C=CC(=C2)F)OC)=O)C(=O)N